N-(2-chlorobenzyl)-1-(2,5-dimethoxy-4-chlorophenyl)-2-aminoethane ClC1=C(CNCCC2=C(C=C(C(=C2)OC)Cl)OC)C=CC=C1